ethyl (1R,3S,4S)-2-benzyl-2-azabicyclo[2.2.1]heptane-3-carboxylate C(C1=CC=CC=C1)N1[C@@H]2CC[C@H]([C@H]1C(=O)OCC)C2